4-methyl-resorcinol CC1=C(C=C(O)C=C1)O